4-((6-chloro-2-carboxy-1H-indol-4-yl)amino)-2-(methylthio)thiazole-5-carboxylic acid ClC1=CC(=C2C=C(NC2=C1)C(=O)O)NC=1N=C(SC1C(=O)O)SC